Dimethylpropan-2-olamin CC(C(C)O)(N)C